bis[(diisopropyl-amino)methylsilyl]selenide C(C)(C)N(C(C)C)C[SiH2][Se][SiH2]CN(C(C)C)C(C)C